2α-acetoxy-3β-hydroxy-7β-methoxymethoxy-5β-cholanic acid methyl ester COC(CC[C@@H](C)[C@H]1CC[C@H]2[C@@H]3[C@H](C[C@@H]4C[C@H]([C@@H](C[C@]4(C)[C@H]3CC[C@]12C)OC(C)=O)O)OCOC)=O